FC(C=1C=C(C=C(C1)C(F)(F)F)C1=NC=CC=C1)(F)F 2-[3',5'-bis(trifluoromethyl)phenyl]Pyridine